FC1(CCC(CC1)OC[C@@H]1N(CCC[C@@H]1NS(=O)(=O)C)C(=O)NCC)F cis-2-(((4,4-difluorocyclohexyl)oxy)methyl)-N-ethyl-3-((methylsulfonyl)amino)piperidine-1-carboxamide